5-({5-[(2S)-3-hydroxy-2-phenylpropanoyl]-2H,4H,5H,6H-pyrrolo[3,4-c]pyrazol-2-yl}sulfonyl)-3,4-dimethyl-2,3-dihydro-1,3-thiazol-2-one OC[C@@H](C(=O)N1CC2=NN(C=C2C1)S(=O)(=O)C1=C(N(C(S1)=O)C)C)C1=CC=CC=C1